1-{4-[3-(6-Chloro-2-methoxy-pyridin-3-ylamino)-benzyl]-piperazin-1-yl}-ethanone ClC1=CC=C(C(=N1)OC)NC=1C=C(CN2CCN(CC2)C(C)=O)C=CC1